The molecule is a monocarboxylic acid that is the conjugate base of kermesic acid, obtained from the deprotonation of the carboxy group. Major species at pH 7.3. It is a conjugate base of a kermesic acid. CC1=C2C(=CC(=C1C(=O)O)O)C(=O)C3=C(C2=O)C(=CC(=C3[O-])O)O